tert-butyl (E)-3-fluoro-4-(3-(methoxy(methyl)amino)-3-oxoprop-1-en-1-yl)benzoate FC=1C=C(C(=O)OC(C)(C)C)C=CC1\C=C\C(=O)N(C)OC